FC1=C(OCC(C)(C)NC(=O)C2[C@H]3[C@@H](N[C@H]([C@@H]23)C)C)C(=CC=C1)C (1R,2S,4S,5S,6S)-N-(1-(2-fluoro-6-methylphenoxy)-2-methylpropan-2-yl)-2,4-dimethyl-3-azabicyclo[3.1.0]hexane-6-carboxamide